Cyclobutan-3-amine C1CC(C1)N